C(C)(C)(C)OC(=O)C1=CSC2=C1N=CN=C2C2=C(C=CC(=C2)Cl)O 4-(5-chloro-2-hydroxyphenyl)thieno[3,2-d]pyrimidine-7-carboxylic acid tert-butyl ester